C1(CC1)C1=NN2N=CC=CC2=C1CNC(C1=CC(=C(C=C1)OC(F)F)F)=O N-((2-cyclopropylpyrazolo[1,5-b]pyridazin-3-yl)methyl)-4-(difluoromethoxy)-3-fluorobenzamide